C(C)(C)(C)OC(=O)N[C@H](C)C=1C(=NC=CN1)C=1SC(=CN1)C(=O)OC |r| (rac)-Methyl 2-(3-{1-[(tert-Butoxycarbonyl)amino]ethyl}pyrazin-2-yl)-1,3-thiazole-5-carboxylate